FC1=C(C=C(C(=C1)C)C1=NC=CC=N1)NC(=O)N1[C@H]2C[C@H](C[C@@]1(C2)COC)C (1R,3R,5S)-N-(2-fluoro-4-methyl-5-(pyrimidin-2-yl)phenyl)-1-(methoxymethyl)-3-methyl-6-azabicyclo[3.1.1]heptane-6-carboxamide